ClC=1C(=CC(=C(C1)NC(=O)C=1C=NN(C1C(F)(F)F)C1=CN=CC2=C(C=CC=C12)F)F)N1N=CC=N1 N-(5-Chloro-2-fluoro-4-(2H-1,2,3-triazol-2-yl)phenyl)-1-(8-fluoroisochinolin-4-yl)-5-(trifluoromethyl)-1H-pyrazol-4-carboxamid